3-(3-amino-2-chloro-6-fluorophenoxy)-2-chloro-6-nitrobenzoic acid methyl ester COC(C1=C(C(=CC=C1[N+](=O)[O-])OC1=C(C(=CC=C1F)N)Cl)Cl)=O